ClC=1C=C(C=C2C(=C(C=NC12)C#N)NC1=CC(=C(C=C1)F)Cl)N[C@H](C=1N=NN(C1)C1CCN(CC1)C(=O)OC(C)(C)C)C1=CN=CS1 tert-butyl (R)-4-(4-(((8-chloro-4-((3-chloro-4-fluorophenyl)amino)-3-cyanoquinolin-6-yl)amino)(thiazol-5-yl)methyl)-1H-1,2,3-triazol-1-yl)piperidine-1-carboxylate